(3R,3aS,6R,7R,8aS)-3,6,8,8-tetramethyloctahydro-1H-3a,7-methanoazulen-6-yl (E)-3-(4-acetoxy-3-methoxyphenyl)acrylate C(C)(=O)OC1=C(C=C(C=C1)/C=C/C(=O)O[C@@]1(CC[C@]23[C@@H](CC[C@H]2C([C@H]1C3)(C)C)C)C)OC